4-oxo-4-(piperidin-1-yl)butyric acid O=C(CCC(=O)O)N1CCCCC1